dihydroxyanthracene disodium salt [Na].[Na].OC=1C2=CC=CC=C2C(=C2C=CC=CC12)O